C1CCC2=NC3=C(C(=C21)NC(=O)N=S(=O)(N)C=2C=NC(=CC2)C(C)(C)O)CCC3 N'-((1,2,3,5,6,7-hexahydrodicyclopenta[b,e]pyridin-8-yl)carbamoyl)-6-(2-hydroxypropan-2-yl)pyridine-3-sulfonimidamide